(S)-N,N-dimethyl-1-(3-(5-(5-methyl-3,4,5,6-tetrahydropyridin-2-yl)benzo[d]thiazol-2-yl)oxetan-3-yl)methanamine CN(CC1(COC1)C=1SC2=C(N1)C=C(C=C2)C2=NC[C@H](CC2)C)C